2-hydrazino-N-(2-hydrazino-2-oxo-ethyl)-2-oxo-acetamide N(N)C(C(=O)NCC(=O)NN)=O